6-[3-(trifluoromethyl)azetidin-1-yl]-2-azaspiro[3.3]heptane-2-carboxylic acid tert-butyl ester C(C)(C)(C)OC(=O)N1CC2(C1)CC(C2)N2CC(C2)C(F)(F)F